4-(difluoromethyl)-N-[4-fluoro-5-(2-morpholin-4-yl-1,3-thiazol-5-yl)-2-[rac-(3R,5S)-3,4,5-trimethylpiperazin-1-yl]phenyl]-1-methyl-6-oxopyridine-3-carboxamide FC(C=1C(=CN(C(C1)=O)C)C(=O)NC1=C(C=C(C(=C1)C1=CN=C(S1)N1CCOCC1)F)N1C[C@H](N([C@H](C1)C)C)C)F |r|